4-[6-amino-5-(2-trifluoromethyl-benzyloxy)-pyridin-3-yl]-N-(3-morpholin-4-yl-propyl)-benzamide NC1=C(C=C(C=N1)C1=CC=C(C(=O)NCCCN2CCOCC2)C=C1)OCC1=C(C=CC=C1)C(F)(F)F